CC=1N=CSC1C1=CC=C(C=C1)[C@H](C)C1(N(CCC1)C([C@H](C(C)C)C1=CC(=NO1)OCC=O)=O)C(=O)N [(1S)-1-[4-(4-methyl-1,3-thiazol-5-yl)phenyl]ethyl]-1-[(2R)-3-methyl-2-[3-(2-oxoethoxy)-1,2-oxazol-5-yl]butanoyl]pyrrolidine-2-carboxamide